C(=C)C=1C(=NC=CC1)C1(CC1)C=1C(=NN2C1CN(CC2)C(=O)OC(C)(C)C)C(NC)=O tert-butyl 3-[1-(3-ethenylpyridin-2-yl)cyclopropyl](methyl)carbamoyl-4H,5H,6H,7H-pyrazolo[1,5-a]pyrazine-5-carboxylate